2-(5-bromopyrimidin-2-yl)-1,3,3a,4,6,6a-hexahydropyrrolo[3,4-c]pyrrole-5-carboxylate BrC=1C=NC(=NC1)N1CC2CN(CC2C1)C(=O)[O-]